Butyl 2-((6aR,10aS)-1-hydroxy-9-(methoxymethylene)-6,6-dimethyl-6a,7,8,9,10,10a-hexahydro-6H-benzo[c]chromen-3-yl)-2-methylpropanoate OC1=C2[C@@H]3[C@H](C(OC2=CC(=C1)C(C(=O)OCCCC)(C)C)(C)C)CCC(C3)=COC